N-ethyl-1,4-butanediamine C(C)NCCCCN